8-azaspiro[4.5]decane-8-carboxylic acid phenylmethyl ester C1(=CC=CC=C1)COC(=O)N1CCC2(CCCC2)CC1